N-chloro-1-methyl-3-trifluoromethyl-1H-pyrazol-5-yl-2-(4-chlorophenyl)acetamide ClNC(C(C1=CC=C(C=C1)Cl)C1=CC(=NN1C)C(F)(F)F)=O